FC1CCN(CC1)C(=O)C1=CC2=C(C=N1)C(=NN2CC(F)(F)F)NC2=NC=CC(=C2)F (4-Fluoro-piperidin-1-yl)-[3-(4-fluoro-pyridin-2-ylamino)-1-(2,2,2-trifluoro-ethyl)-1H-pyrazolo[4,3-c]pyridin-6-yl]-methanone